FC1=C(OC=2N=CC(=NC2)NC([C@H](C)N2CC(N(CC2)C(=O)[C@@H]2CCC=3N(C2)N=CN3)(C)C)=O)C=CC(=C1)F (S)-N-(5-(2,4-difluorophenoxy)pyrazin-2-yl)-2-(3,3-dimethyl-4-((R)-5,6,7,8-tetrahydro-[1,2,4]triazolo[1,5-a]pyridine-6-carbonyl)piperazin-1-yl)propanamide